ClC=1C=C2C(=C3C4(NC(NC13)=O)CCCCC4)OC(=C2)C(=O)N(C)CC2=C(C=C(C=C2)OC)OC 5'-chloro-N-[(2,4-dimethoxyphenyl)methyl]-N-methyl-7'-oxo-7',8'-dihydro-6'H-spiro[cyclohexane-1,9'-furo[2,3-f]quinazoline]-2'-carboxamide